ClC=1C=C(C=NC1N1N=CC=N1)NC(=O)C=1C=NN(C1C(F)(F)F)C1=CN=C(C2=CC=CC=C12)[C@H](C)O (S)-N-(5-chloro-6-(2H-1,2,3-triazol-2-yl)pyridin-3-yl)-1-(1-(1-hydroxyethyl)isoquinolin-4-yl)-5-(trifluoromethyl)-1H-pyrazole-4-carboxamide